ClC=1C2=CC=CC=C2C(=C2C=CC=CC12)Cl 9,10-di-chloroanthracene